C1(CCCCC1)(C(=O)[O-])C(=O)[O-] 1,1-cyclohexanedicarboxylate